(R)-7'-((2-azaspiro[3.3]hept-6-yl)amino)-2'-(3-(3,4-dihydroisoquinoline-2(1H)-yl)-2-hydroxypropyl)-2',3'-dihydro-1'H-spiro[cyclopropane-1,4'-isoquinolin]-1'-one C1NCC12CC(C2)NC2=CC=C1C3(CN(C(C1=C2)=O)C[C@@H](CN2CC1=CC=CC=C1CC2)O)CC3